2-((6-(4-amino-4-methylpiperidin-1-yl)-3,5-dicyano-4-ethylpyridin-2-yl)thio)-2-benzeneAcetamide NC1(CCN(CC1)C1=C(C(=C(C(=N1)SC1(CC=CC=C1)CC(=O)N)C#N)CC)C#N)C